C1(CCC1)C=CC(=O)NCC1(CCN(CCC1)C(=O)C=1C=2N(C=CC1)C(NN2)=O)O 3-cyclobutyl-N-[(4-hydroxy-1-{3-oxo-2H,3H-[1,2,4]triazolo[4,3-a]pyridine-8-carbonyl}azepan-4-yl)methyl]prop-2-enamide